ClC1=NC2=CC3=CC=CC=C3C=C2N=C1Cl 2,3-dichloro-1,4-diazaanthracene